NC1=CC(C(NC1=NC=1C(=NN2C1C=CC(=C2C)C)N(CC)CC)=NC=2C(=NN1C2C=CC(=C1C)C)N(CC)CC)=N N3,N3'-(5-Amino-3-iminopyridin-2,6(1H,3H)-diyliden)bis(N2,N2-diethyl-6,7-dimethylpyrazolo[1,5-a]pyridin-2,3-diamin)